BrCC1=C(C(=CC=2OCCOC21)F)F 5-(bromomethyl)-6,7-difluoro-2,3-dihydrobenzo[b][1,4]dioxin